(S)-3-(5-(4-((1-(4-((1S,2S)-2-cyclohexyl-6-hydroxy-2-methyl-1,2,3,4-tetrahydronaphthalen-1-yl)phenyl)piperidin-4-yl)methyl)piperazin-1-yl)-1-oxoisoindolin-2-yl)piperidine-2,6-dione C1(CCCCC1)[C@]1([C@H](C2=CC=C(C=C2CC1)O)C1=CC=C(C=C1)N1CCC(CC1)CN1CCN(CC1)C=1C=C2CN(C(C2=CC1)=O)[C@@H]1C(NC(CC1)=O)=O)C